6,7-dichloro-3-(1-(2-chloro-4-fluorobenzyl)piperidin-4-yl)-1-(2-morpholinoethyl)-3,4-dihydroquinazolin-2(1H)-one ClC=1C=C2CN(C(N(C2=CC1Cl)CCN1CCOCC1)=O)C1CCN(CC1)CC1=C(C=C(C=C1)F)Cl